2-((5-(2-(7-(dimethylamino)-2-methylhept-3-yl)-2,6-diazaspiro[3.4]oct-6-yl)-1,2,4-triazin-6-yl)oxy)-N-ethyl-5-fluoro-N-isopropylbenzamide CN(CCCCC(C(C)C)N1CC2(C1)CN(CC2)C=2N=CN=NC2OC2=C(C(=O)N(C(C)C)CC)C=C(C=C2)F)C